1,2-dimethyl-pyrrole-3-carbonyl chloride CN1C(=C(C=C1)C(=O)Cl)C